COC=1C2=C(N=C(N1)NC1=NNC(=C1)C)NC=C2 4-methoxy-2-((5-methyl-1H-pyrazol-3-yl)amino)-7H-pyrrolo[2,3-d]pyrimidine